6-fluorophenyl-1,4,7-trichlorophthalazine FC1=CC=CC=C1C1=C2C(=NN=C(C2=CC(=C1)Cl)Cl)Cl